FC(C(=O)O)(F)F.C1(CC1)OC=1C(=CC(=C(C1)N1CCC(CC1)N1CCNCC1)C=1C=NN(C1)C)[N+](=O)[O-] 1-(1-(5-cyclopropyloxy-2-(1-methyl-1H-pyrazol-4-yl)-4-nitrophenyl)piperidin-4-yl)piperazine trifluoroacetate